C(C1=CC(=O)NC(=O)N1)(=O)[O-].[Ca+2].C(C1=CC(=O)NC(=O)N1)(=O)[O-] Calcium orotat